tert-butyl 1,4-oxazepan-4-carboxylate O1CCN(CCC1)C(=O)OC(C)(C)C